4,4'-diapolycopene-4-al CC(=C/C=C/C(=C/C=C/C(=C/C=C/C=C(\C)/C=C/C=C(\C)/C=C/C=C(\C)/C=O)/C)/C)C